tris(diethylphosphinic acid) aluminium [Al].C(C)P(O)(=O)CC.C(C)P(O)(=O)CC.C(C)P(O)(=O)CC